Sodium 2-(hydroxymethyl)-5-nitro-benzenesulfonate OCC1=C(C=C(C=C1)[N+](=O)[O-])S(=O)(=O)[O-].[Na+]